(S,E)-Methyl-7-(1-(2-(3,5,7-trimethyl-1-adamantylamino)-2-oxoethyl)-2-oxo-1,2-dihydropyridin-3-ylamino)-6-(1-methyl-1H-1,2,3-triazole-5-carboxamido)-7-oxohept-2-enoat COC(\C=C\CC[C@@H](C(=O)NC=1C(N(C=CC1)CC(=O)NC12CC3(CC(CC(C1)(C3)C)(C2)C)C)=O)NC(=O)C2=CN=NN2C)=O